ClC=1C(=C(C#N)C=C(C1)N1C=CC2=CC(=CC=C12)O)OCCCl 3-chloro-2-(2-chloroethoxy)-5-(5-hydroxy-1H-indol-1-yl)benzonitrile